(6-chloro-4-morpholinopyridin-2-yl)(4-fluorophenyl)methanone ClC1=CC(=CC(=N1)C(=O)C1=CC=C(C=C1)F)N1CCOCC1